BrC=1C=C(CC=2N(C=CC2)C(=O)OC(C)(C)C)C=CC1 tert-butyl 2-(3-bromobenzyl)-1H-pyrrole-1-carboxylate